(M)-1-(6-((1S,8R)-5-methyl-6-(1,5,6-trimethyl-1H-indazol-7-yl)-3-azatricyclo[6.2.1.02,7]undeca-2,4,6-trien-4-yl)-2,6-diazaspiro[3.4]octan-2-yl)-2-propen-1-one CC1=C(N=C2[C@H]3CC[C@@H](C2=C1C=1C(=C(C=C2C=NN(C12)C)C)C)C3)N3CC1(CN(C1)C(C=C)=O)CC3